N-(4-bromo-2-chlorophenyl)-4-(dimethylphosphoryl)-5-fluoropyridin-3-amine BrC1=CC(=C(C=C1)NC=1C=NC=C(C1P(=O)(C)C)F)Cl